2,5,6,7,8-Pentahydroxyxanthone OC1=CC=2C(C3=C(C(=C(C(=C3OC2C=C1)O)O)O)O)=O